CC1([C@H](C1)C(=O)NC1=NC=C(C(=O)NOC)C(=C1)NC1=C(C=CC=C1)N(S(=O)(=O)C)C)C.[C].[Li].[Al].[Na] sodium-aluminum-lithium carbon (S)-6-(2,2-Dimethylcyclopropane-1-carboxamido)-N-methoxy-4-((2-(N-methylmethylsulfonamido)phenyl)amino)nicotinamide